2-((4-(6-(6-((6-methoxypyridin-3-yl)methyl)-3,6-diazabicyclo[3.1.1]hept-3-yl)pyridin-3-yl)-1H-pyrazolo[3',4':3,4]pyrazolo[1,5-a]pyridin-6-yl)oxy)acetic acid COC1=CC=C(C=N1)CN1C2CN(CC1C2)C2=CC=C(C=N2)C=2C=1N(C=C(C2)OCC(=O)O)N=C2C1C=NN2